2-amino-4-hydroxy-pyrimidine NC1=NC=CC(=N1)O